(3-bromo-4-methyl-phenyl)thiourea BrC=1C=C(C=CC1C)NC(=S)N